C(#N)C=1C=C(C=C(C1)C#N)B1OC(C)(C)C(C)(C)O1 3,5-dicyanophenylboronic acid pinacol ester